FC1=CC=C2C3=NNC4=CC=C(OCCCNCCOC1=C2)C=C34 5-fluoro-7,14-dioxa-10,19,20-triazatetracyclo[13.5.2.12,6.018,21]tricosa-1(20),2,4,6(23),15,17,21-heptaene